4-[(3R)-3-[(tert-butoxycarbonyl)(methyl)amino]pyrrolidin-1-yl]-2-ethyl-6-fluoroindazole-7-carboxylic acid C(C)(C)(C)OC(=O)N([C@H]1CN(CC1)C=1C2=CN(N=C2C(=C(C1)F)C(=O)O)CC)C